2,6-dichloro-3-(2,3-dihydro-1H-inden-2-ylamino)benzoic acid ClC1=C(C(=O)O)C(=CC=C1NC1CC2=CC=CC=C2C1)Cl